N[C@@H](CC(=O)[O-])C(=O)[O-].N[C@@H](CC(=O)[O-])C(=O)[O-].N[C@@H](CC(=O)[O-])C(=O)[O-].[Fe+2].[Fe+2].[Fe+2] ferrous triaspartate